(R,Z)-(4-(1-(4-(2-(4-(4-(2-(2,6-dioxopiperidin-3-yl)-1-oxoisoindolin-5-yl)piperazine-1-carbonyl)piperazin-1-yl)ethoxy)phenyl)-2-phenylbut-1-en-1-yl)phenyl)boronic acid O=C1NC(CC[C@H]1N1C(C2=CC=C(C=C2C1)N1CCN(CC1)C(=O)N1CCN(CC1)CCOC1=CC=C(C=C1)\C(=C(\CC)/C1=CC=CC=C1)\C1=CC=C(C=C1)B(O)O)=O)=O